OCCN1[C@H]2[C@H](CC[C@H]1CC2)NC2=CC=C(N=N2)C2=C(C=C(C=C2C)C(F)(F)F)O 2-(6-(((1r,2s,5s)-8-(2-hydroxyethyl)-8-azabicyclo[3.2.1]oct-2-yl)amino)pyridazin-3-yl)-3-methyl-5-(trifluoromethyl)phenol